FC(C1=NN=C(O1)C1=CC(=C(C=C1)CN(C1=CC=CC=C1)C=1C(C(C1N1[C@@H]2CN([C@H](C1)C2)C2CSC2)=O)=O)F)F 3-[N-[[4-[5-(difluoromethyl)-1,3,4-oxadiazol-2-yl]-2-fluoro-phenyl]methyl]anilino]-4-[(1S,4S)-5-(thietan-3-yl)-2,5-diazabicyclo[2.2.1]heptane-2-yl]cyclobut-3-ene-1,2-dione